FC1=CC=C(C=C1)C(=C1CCN(CC1)C(=O)OC(C)(C)C)C=1C=NC(=CC1)F tert-Butyl 4-((4-fluorophenyl)(6-fluoropyridin-3-yl)methylene)piperidine-1-carboxylate